N-(6-((5-acryloyl-5,6-dihydropyrrolo[3,4-c]pyrazol-2(4H)-yl)methyl)-4-methoxybenzo[d]isoxazol-3-yl)-1-cyclohexylmethanesulfonamide C(C=C)(=O)N1CC2=NN(C=C2C1)CC1=CC2=C(C(=NO2)NS(=O)(=O)CC2CCCCC2)C(=C1)OC